C(C)N1CC=2N(CC1)N=C(C2)NC2=CC(=CN(C2=O)C)C2=CC=NC(=C2C=O)N2C(C=1C=C3CCCCN3C1CC2)=O 4-(5-(5-Ethyl-4,5,6,7-tetrahydropyrazolo[1,5-a]pyrazin-2-ylamino)-1-methyl-6-oxo-1,6-dihydropyridin-3-yl)-2-(1-oxo-3,4,6,7,8,9-hexahydro-pyrido[3,4-b]indolizin-2(1H)-yl)nicotinaldehyde